BrC1=C(C=C2C(=C(C=NC2=C1)C)C)F 7-bromo-6-fluoro-3,4-dimethylquinoline